[I-].C(C)(C)(C)OC(=O)N[C@@H](C(C)C)C(=O)OC[N+]1(CCC=C(C1)C1=NSN=C1OCCCCCC)C ((((Tert-butoxycarbonyl)-L-valyl)oxy)methyl)-5-(4-(hexyloxy)-1,2,5-thiadiazol-3-yl)-1-methyl-1,2,3,6-tetrahydropyridin-1-ium iodide